2-(2-BROMO-4-CHLORO-PHENYL)PYRIDINE Palladium [Pd].BrC1=C(C=CC(=C1)Cl)C1=NC=CC=C1